2-[2-chloro-4-[[6-[(1S,4S)-2,5-diazabicyclo[2.2.1]heptan-2-yl]pyrido[3,2-d]pyrimidin-4-yl]amino]-3-fluoro-phenoxy]acetonitrile ClC1=C(OCC#N)C=CC(=C1F)NC=1C2=C(N=CN1)C=CC(=N2)N2[C@@H]1CN[C@H](C2)C1